tert-butyl(cyclopent-3-en-1-yloxy)diphenylsilane C(C)(C)(C)[Si](C1=CC=CC=C1)(C1=CC=CC=C1)OC1CC=CC1